ClC=1C=C(C=CC1F)C(CO)(C)NC1=NC2=C(N1)C=CC=C2CN2C(OC=C2)=N (-)-2-(3-chloro-4-fluorophenyl)-2-({4-[(2-imino-2,3-dihydro-1,3-oxazol-3-yl)methyl]-1H-1,3-benzodiazol-2-yl}amino)propan-1-ol